(S)-4-((3,3-difluorocyclobutyl)(4-(5,6,7,8-tetrahydro-1,8-naphthyridin-2-yl)butyl)amino)-2-((R)-2-hydroxy-2-phenylacetamido)butanoic acid FC1(CC(C1)N(CC[C@@H](C(=O)O)NC([C@@H](C1=CC=CC=C1)O)=O)CCCCC1=NC=2NCCCC2C=C1)F